ClC1=C(C(=C(C=C1OC)OC)Cl)C1=CC2=C(N=C(N=C2)N[C@H]2[C@H](COC2)NC(C=C)=O)C(=N1)N1CC(C1)(C)C N-((3R,4S)-4-((6-(2,6-dichloro-3,5-dimethoxyphenyl)-8-(3,3-dimethylazetidin-1-yl)pyrido[3,4-d]pyrimidin-2-yl)amino)tetrahydrofuran-3-yl)acrylamide